S1SCCSSCC1 1,2,5,6-tetrathiacyclooctane